(2S)-2-amino-6-[[(2S)-2-amino-3-(3-hydroxy-4-phosphonooxyphenyl)propanoyl]amino]hexanoic acid N[C@H](C(=O)O)CCCCNC([C@H](CC1=CC(=C(C=C1)OP(=O)(O)O)O)N)=O